C1(=CC=CC=C1)COC(=O)C1=NC2=CC=CC=C2C=N1 quinazoline-2-carboxylic acid phenylmethyl ester